CC1([C@@H]([C@@H]1CNC(=O)OC(C)(C)C)C=O)C (2R,3S)-1,1-dimethyl-3-t-butoxycarbonylaminomethyl-cyclopropane-2-carbaldehyde